6-((3-fluoro-3',5'-dimethyl-[1,1'-biphenyl]-4-yl)methyl)-N-((3R,4S)-3-hydroxytetrahydro-2H-pyran-4-yl)-5-oxo-5,6-dihydro-1,6-naphthyridine-8-carboxamide FC=1C=C(C=CC1CN1C(C=2C=CC=NC2C(=C1)C(=O)N[C@@H]1[C@H](COCC1)O)=O)C1=CC(=CC(=C1)C)C